2-[1-[(4-fluorophenyl)methyl]-5-oxo-3-phenylpyrrolidine-2-yl]acetic acid FC1=CC=C(C=C1)CN1C(C(CC1=O)C1=CC=CC=C1)CC(=O)O